(3,3-Dimethylcyclohexyl)ethanone CC1(CC(CCC1)C(C)=O)C